1,1,1-Trifluoro-2-methylpropan-2-yl (S)-4-(7-(3-cyanophenyl)-5-(1-methyl-1H-pyrazol-4-yl)-7H-pyrrolo[2,3-d]pyrimidin-4-yl)-3-methylpiperazine-1-carboxylate C(#N)C=1C=C(C=CC1)N1C=C(C2=C1N=CN=C2N2[C@H](CN(CC2)C(=O)OC(C(F)(F)F)(C)C)C)C=2C=NN(C2)C